2-methylpropyl-ammonium CC(C[NH3+])C